N-((1H-indazol-6-yl)methyl)-4-((dimethylamino)methyl)-N-(3-methoxybenzyl)thiazol-2-amine N1N=CC2=CC=C(C=C12)CN(C=1SC=C(N1)CN(C)C)CC1=CC(=CC=C1)OC